C1(CCCN2CCCCC12)C1=CC=2C(=NC=CC2NC=2C=CC3=C(N=CS3)C2)S1 N-(2-(octahydro-2H-quinolizin-1-yl)thieno[2,3-b]pyridin-4-yl)benzo[d]thiazol-5-amine